COC1=CC2=C(CCO2)C=C1 6-methoxy-2,3-dihydrobenzofuran